2-(difluoromethyl)-4-(methylsulfonyl)-1-nitrobenzene FC(C1=C(C=CC(=C1)S(=O)(=O)C)[N+](=O)[O-])F